CN1N=NC(=C1NC(O[C@H](C)C=1C(=NC=C(C1)F)Cl)=O)C1=NC=C(C=N1)NC(=O)[C@H]1[C@@H](C1)C(F)(F)F (R)-1-(2-chloro-5-fluoropyridin-3-yl)ethyl (1-methyl-4-(5-((1R,2R)-2-(trifluoromethyl)cyclopropane-1-carboxamido)pyrimidin-2-yl)-1H-1,2,3-triazol-5-yl)carbamate